1-((cis)-bicyclo[3.1.0]hexan-3-yl)-4-((3-phenylisoxazol-5-yl)methyl)piperazine-2,3-dione C12CC(CC2C1)N1C(C(N(CC1)CC1=CC(=NO1)C1=CC=CC=C1)=O)=O